6-chloro-3-(((R)-1-(3,6-dimethyl-2-((R)-3-((1-methyl-1H-pyrazol-4-yl)oxy)pyrrolidin-1-yl)-4-oxo-3,4-dihydroquinazolin-8-yl)ethyl)amino)-N-(methylsulfonyl)picolinamide ClC1=CC=C(C(=N1)C(=O)NS(=O)(=O)C)N[C@H](C)C=1C=C(C=C2C(N(C(=NC12)N1C[C@@H](CC1)OC=1C=NN(C1)C)C)=O)C